4-((5-(4-chlorophenyl)-4-fluoro-1H-pyrazol-3-yl)amino)phenol ClC1=CC=C(C=C1)C1=C(C(=NN1)NC1=CC=C(C=C1)O)F